ClC1=CC=C2NC=3CC(CC(C3C(C2=C1)=O)=O)C=1N=CSC1 7-chloro-3-(thiazol-4-yl)-3,4-dihydroacridine-1,9(2H,10H)-dione